FC1=CC=C(C=C1)N1CC2(C1)CN(CC2)C2=C(C(N(C1=CC=CC=C21)C)=O)C(=O)N 4-[2-(4-fluorophenyl)-2,6-diazaspiro[3.4]octan-6-yl]-1-methyl-2-oxo-1,2-dihydroquinoline-3-carboxamide